CC1=C(C=C(C=2OC3(CCCCC3)OC21)C)C(=O)O 4,7-dimethylspiro[benzo[d][1,3]dioxole-2,1'-cyclohexane]-5-carboxylic acid